C(#N)CC(=O)N1C[C@@H]([C@@H](CC1)C)N(C1=C2C(=NC=C1C#N)NC=C2)C 4-{[(3r,4r)-1-(2-cyanoacetyl)-4-methylpiperidin-3-yl]-methyl-amino}-1H-pyrrolo[2,3-b]pyridine-5-carbonitrile